1-(5-fluoro-6-(3-hydroxyoxetan-3-yl)pyridin-2-yl)-2-isopropyl-6-(methylthio)-1H-pyrazolo[3,4-d]pyrimidin-3(2H)-one FC=1C=CC(=NC1C1(COC1)O)N1N(C(C=2C1=NC(=NC2)SC)=O)C(C)C